CN(C=1C(C(C1N1CCCCC1)=O)=O)CC1=CC=C(C=C1)C1=NOC(=N1)C(F)(F)F 3-(methyl(4-(5-(trifluoromethyl)-1,2,4-oxadiazol-3-yl)benzyl)amino)-4-(piperidin-1-yl)cyclobut-3-ene-1,2-dione